Methyl (2E)-3-{6-cyano-2-[(triphenylphosphoranylidene)amino]phenyl}propenoate C(#N)C1=CC=CC(=C1/C=C/C(=O)OC)N=P(C1=CC=CC=C1)(C1=CC=CC=C1)C1=CC=CC=C1